6-(7,8-dihydro-5H-1,6-naphthyridin-6-yl)-5-methyl-N-(2-pyridylmethyl)pyridine-3-carboxamide N1=CC=CC=2CN(CCC12)C1=C(C=C(C=N1)C(=O)NCC1=NC=CC=C1)C